3-tert-butyl-N-[6-[2-(1,3,5-trimethyl-1H-pyrazol-4-yl)-3H-imidazo[4,5-b]pyridin-7-yl]-1,2,3,4-tetrahydronaphthalen-1-yl]-1,2,4-oxadiazole-5-carboxamide C(C)(C)(C)C1=NOC(=N1)C(=O)NC1CCCC2=CC(=CC=C12)C1=C2C(=NC=C1)NC(=N2)C=2C(=NN(C2C)C)C